(4-chloro-2-cyano-phenyl)boronic acid ClC1=CC(=C(C=C1)B(O)O)C#N